COC(=O)C=1C=C(C=2N(C(C=C(N2)N2C[C@H](OCC2)C)=O)C1)Br.BrC=1C=C(SC1C)C(C)=O 1-(4-bromo-5-methylthiophen-2-yl)ethan-1-one methyl-9-bromo-2-[(2R)-2-methylmorpholin-4-yl]-4-oxo-pyrido[1,2-a]pyrimidine-7-carboxylate